1,4-di-tert-butyl 2-methyl (2S)-piperazine-1,2,4-tricarboxylate N1([C@@H](CN(CC1)C(=O)OC(C)(C)C)C(=O)OC)C(=O)OC(C)(C)C